C1(=CC=CC=C1)P(OC)(OC1=C(C(=CC(=C1)C(C)(CCCCCC)C)OP(OC)(=O)C1=CC=CC=C1)C1=C(C=CC(=C1)C)C(=C)C)=O dimethyl (5'-methyl-4-(2-methyloctan-2-yl)-2'-(prop-1-en-2-yl)-[1,1'-biphenyl]-2,6-diyl) bis(phenylphosphonate)